benzyl rac-(3R,4S)-3-benzoyloxy-4-(tert-butoxycarbonylamino)piperidine-1-carboxylate C(C1=CC=CC=C1)(=O)O[C@@H]1CN(CC[C@@H]1NC(=O)OC(C)(C)C)C(=O)OCC1=CC=CC=C1 |r|